C(C1=CC(=C(C(=C1)C(C)(C)C)O)C(C)(C)C)C1=CC(=C(C(=C1)C(C)(C)C)O)C(C)(C)C 4,4'-methylenebis(2,6-di-t-butyl-phenol)